C(#N)/N=C(\C)/N[C@@H]1CO[C@H]2OCC[C@H]21 (E)-N'-cyano-N-((3S,3aS,6aR)-hexahydrofuro[2,3-b]furan-3-yl)acetamidine